tris-cyanomethyl-3-methylimidazole tri-sodium [Na].[Na].[Na].C(#N)CC1=C(N(C(=N1)CC#N)C)CC#N